8-(4-(4-(3-((2-(2,6-dioxopiperidin-3-yl)-1-oxoisoindolin-5-yl)oxy)propionyl)piperazin-1-yl)piperidin-1-yl)-9-ethyl-6,6-dimethyl-11-oxo-6,11-dihydro-5H-benzo[b]carbazole-3-carbonitrile O=C1NC(CCC1N1C(C2=CC=C(C=C2C1)OCCC(=O)N1CCN(CC1)C1CCN(CC1)C=1C(=CC2=C(C(C=3NC4=CC(=CC=C4C3C2=O)C#N)(C)C)C1)CC)=O)=O